ClC1=C2C(=NN=C1)N(N=C2)C 4-chloro-1-methyl-1H-pyrazolo[3,4-c]pyridazine